perfluoro-3,5-dioxahexyl vinyl ether C(=C)OC(C(OC(OC(F)(F)F)(F)F)(F)F)(F)F